2-[(E)-N-ethoxy-C-propylcarbonimidoyl]-5-(2-ethylsulfanylpropyl)-3-hydroxycyclohex-2-en-1-one C(C)O\N=C(/CCC)\C=1C(CC(CC1O)CC(C)SCC)=O